O[C@@H]1C[C@H](N(C1)C(=O)OC(C)(C)C)C(NCC1=CC=C(C=C1)C1=CC=NN1C)=O (2S,4R)-tert-butyl 4-hydroxy-2-((4-(1-methyl-1H-pyrazol-5-yl)benzyl)carbamoyl)pyrrolidine-1-carboxylate